Thiophen-3(2H)-one S1CC(C=C1)=O